OC1=CC(=C(C=C1CCN)O)O 6-HYDROXYDOPAMINE